dicarboxylthiocarbonate C(=O)(O)OC(OC(=O)O)=S